C(CO[C@H]1[C@@H]([C@H]([C@@H]([C@H](O1)CO)O[C@H]2[C@@H]([C@H]([C@@H]([C@H](O2)C(=O)O)O)O[C@H]3[C@@H]([C@H]([C@@H]([C@H](O3)CO)O)O)O)O)O)O)N The molecule is a beta-D-glucoside that is the 2-aminoethyl glycoside of a trisaccharide consisting of beta-D-glucosyl, beta-D-glucuronosyl and beta-D-glucosyl residues linked sequentially (1->3) and (1->4). It is a beta-D-glucoside and a trisaccharide derivative.